2,3-dimethyl-1,4,14-trioxo-7,10-dioxa-3,13-diazacyclooctadecane-18-oic acid CC1C(C(CCCC(NCCOCCOCCC(N1C)=O)=O)C(=O)O)=O